(12R)-11-[2-[tert-butyl(dimethyl)silyl]oxyethyl]-4-fluoro-12-methyl-1,6,11-triazatricyclo[7.4.0.02,7]trideca-2(7),3,5,8-tetraen-10-one [Si](C)(C)(C(C)(C)C)OCCN1C(C2=CC=3N=CC(=CC3N2C[C@H]1C)F)=O